CC1=C2C(=C(C(=NC2=C2N=CC=CC2=C1)C)C)C Tetramethyl-1,10-phenanthrolin